ClC=1C=C(C=CC1OCCO)C1=NC2=CC(=CC(=C2C(N1)=O)OC)OC 2-(3-chloro-4-(2-hydroxyethoxy)phenyl)-5,7-dimethoxyquinazolin-4(3H)-one